COC(/C(=C/CC)/OC1=CC=C(C=C1)Cl)=O.ClC=1C=CC(=C(C1)C1=CC(=C(N=N1)C)NC1=CC(=NC=C1)NC(CCCN1CCNCCC1)=O)F N-(4-{[6-(5-chloro-2-fluorophenyl)-3-methylpyridazin-4-yl]amino}pyridin-2-yl)-4-(1,4-diazepan-1-yl)butanamide Methyl-(Z)-2-(4-chlorophenoxy)pent-2-enoate